2-[4-[(3S)-3-(5-cyano-3-pyridinyl)isoxazolidine-2-carbonyl]-4-methyl-1-piperidinyl]pyrimidine-4-carboxylic acid TFA salt OC(=O)C(F)(F)F.C(#N)C=1C=C(C=NC1)[C@H]1N(OCC1)C(=O)C1(CCN(CC1)C1=NC=CC(=N1)C(=O)O)C